lead-copper hydroxide [Cu](O)O.[Pb]